COC1=C(C=NC2=C(C=C(C=C12)C)B1OC(C(O1)(C)C)(C)C)COC 4-methoxy-3-(methoxymethyl)-6-methyl-8-(4,4,5,5-tetramethyl-1,3,2-dioxaborolan-2-yl)quinoline